(3-methoxyphenyl)-1,2,4-thiadiazole COC=1C=C(C=CC1)C1=NSC=N1